BrC1=CC=C(S1)C(=O)NCC(OC)OC 5-bromo-N-(2,2-dimethoxyethyl)thiophene-2-carboxamide